ClC1=CC=C(O[C@H](C(=O)NOCCOC)C)C=C1 (2S)-2-(4-chlorophenoxy)-N-(2-methoxyethoxy)propanamide